NC1=NC=CC(=C1Cl)SC=1C=2N(C(=NC1C)N1CCC3(CC1)OC1=C([C@H]3N)C=CC=C1)C=CN2 (R)-1'-(8-((2-amino-3-chloropyridin-4-yl)thio)-7-methylimidazo[1,2-c]pyrimidin-5-yl)-3H-spiro[benzofuran-2,4'-piperidine]-3-amine